2-[4-[5-[1-(2-azaspiro[3.3]heptan-6-yl)-4-piperidyl]pyrimidin-2-yl]-3-methyl-4,8,10,11-tetrazatricyclo[7.4.0.02,7]trideca-1(9),2(7),10,12-tetraen-12-yl]phenol C1NCC12CC(C2)N2CCC(CC2)C=2C=NC(=NC2)N2C(C=1C=3C=C(N=NC3NC1CC2)C2=C(C=CC=C2)O)C